Pyridin-6-ylamine N1=CC=CC=C1N